Methyl-malonyl-carnitine CC(C(O)(CC([O-])=O)C(CC(=O)O)=O)[N+](C)(C)C